(6-bromopyridin-3-yl)-4-methylpiperazine BrC1=CC=C(C=N1)N1CCN(CC1)C